(3-(1-(4-bromo-2-(methylsulfonyl)phenyl)-1H-pyrazol-4-yl)-5-fluorophenyl)methanamine BrC1=CC(=C(C=C1)N1N=CC(=C1)C=1C=C(C=C(C1)F)CN)S(=O)(=O)C